C(C)P(OCCC#N)(OCCC#N)=O di(2-cyanoethyl) ethylphosphonate